OCC(NCC(=O)O)(CO)CO N-(trishydroxymethylmethyl)glycine